FC=1C=CC(=NC1)NC(CN1C=2N(C(C3=C1C(N(C3)C(C)C)=O)=O)N=C(C2)C2=NC=C(C=C2)SC)=O N-(5-fluoropyridin-2-yl)-2-(6-isopropyl-2-(5-(methylthio)pyridin-2-yl)-5,8-dioxo-5,6,7,8-tetrahydro-4H-pyrazolo[1,5-a]pyrrolo[3,4-d]pyrimidin-4-yl)acetamide